2-(2-(2-(benzyloxy)ethoxy)ethoxy)ethyl Methansulfonate CS(=O)(=O)OCCOCCOCCOCC1=CC=CC=C1